europium(III) triethoxide [O-]CC.[O-]CC.[O-]CC.[Eu+3]